C1CCCCC1N=C=O 6-cyclohexyl isocyanate